2,6-di-tert-butylmethylphenol C(C)(C)(C)C1=C(C(=CC=C1C)C(C)(C)C)O